[I-].ClC1=CC2=C(N(C3=C(N=C2N[C@@H]2CN(CC2)C(=O)N2C=[N+](C=C2)C)C=C(C=C3)F)CC(F)F)C=C1 (S)-1-(3-((2-chloro-5-(2,2-difluoroethyl)-8-fluoro-5H-dibenzo[b,e][1,4]diazepin-11-yl)amino)pyrrolidine-1-carbonyl)-3-methyl-1H-imidazol-3-ium iodide